2-(2-fluoro-5-methyl-4-pyridyl)-6-[5-[(6-methylpyridazin-3-yl)amino]benzimidazol-1-yl]-3-pyridyl-ethanone FC1=NC=C(C(=C1)C1=NC(=CC=C1C(C)=O)N1C=NC2=C1C=CC(=C2)NC=2N=NC(=CC2)C)C